(R)-1-(4-((5-(3-(2,2-Difluoroethyl)-3H-[1,2,3]triazolo[4,5-b]pyridin-5-yl)-4-(methylamino)pyrrolo[2,1-f][1,2,4]triazin-2-yl)amino)-3,3-difluoropiperidin-1-yl)ethan-1-one FC(CN1N=NC=2C1=NC(=CC2)C=2C=CN1N=C(N=C(C12)NC)N[C@H]1C(CN(CC1)C(C)=O)(F)F)F